(2S,4R)-1-((S)-2-acetamido-3,3-dimethylbutyryl)-4-fluoro-N-(4-(4-methylthiazol-5-yl)benzyl)pyrrolidine-2-carboxamide C(C)(=O)N[C@H](C(=O)N1[C@@H](C[C@H](C1)F)C(=O)NCC1=CC=C(C=C1)C1=C(N=CS1)C)C(C)(C)C